N1C=C(C2=CC=CC=C12)C(CN1N=NC(=C1)C1=CC=C(C=C1)B(O)O)(C)C (4-(1-(2-(1H-indol-3-yl)-2-methylpropyl)-1H-1,2,3-triazol-4-yl)phenyl)boronic acid